(S)-4-(4-Acrylpiperazin-1-yl)-7-(5-amino-2-(trifluoromethyl)phenyl)-2-((1-methylpyrrolidin-2-yl)methoxy)quinazoline-6-carbonitrile C(=O)(C=C)N1CCN(CC1)C1=NC(=NC2=CC(=C(C=C12)C#N)C1=C(C=CC(=C1)N)C(F)(F)F)OC[C@H]1N(CCC1)C